2-(3,5-dimethoxy-4-pentylphenyl)ethylamine COC=1C=C(C=C(C1CCCCC)OC)CCN